C1(CC1)C=1N(N=C2C1N=C(N=C2N[C@H](C)C=2C=NC1=CC=CC=C1C2)N2CCN(CC2)C(C)=O)C(C)C 1-{4-[3-Cyclopropyl-2-isopropyl-7-((R)-1-quinolin-3-yl-ethylamino)-2H-pyrazolo[4,3-d]pyrimidin-5-yl]-piperazin-1-yl}-ethanon